2-[3-(3,5-difluorophenyl)ureido]-N-propylbenzamide FC=1C=C(C=C(C1)F)NC(NC1=C(C(=O)NCCC)C=CC=C1)=O